CC=1C=CC=2N(C3=CC=C(C=C3C2C1)C)C1=CC=C(C=C1)C=1C=CC=C(C1C1=CC=CC=C1)C1=CC=CC=C1 6'-(4-(3,6-dimethyl-9H-carbazol-9-yl)phenyl)-[1,1':2',1''-terphenyl]